CC1=NC(=CC(=N1)NC1=NC=C(C(=O)NOCC)C(=C1)NC1=C(C(=CC=C1)C1=NC=C(C=N1)F)OC([2H])([2H])[2H])C 6-((2,6-dimethyl-pyrimidin-4-yl)amino)-N-ethoxy-4-((3-(5-fluoropyrimidin-2-yl)-2-(methoxy-d3)phenyl)amino)-nicotinamide